2,5-dimethoxynaphthalene-1,6-dicarbaldehyde COC1=C(C2=CC=C(C(=C2C=C1)OC)C=O)C=O